1,1,1,3,3,3-hexafluoropropan-2-yl (+)-1-((6-(trifluoromethyl)pyridin-2-yl)carbamoyl)-6-azaspiro[2.5]octane-6-carboxylate FC(C1=CC=CC(=N1)NC(=O)C1CC12CCN(CC2)C(=O)OC(C(F)(F)F)C(F)(F)F)(F)F